C(C1=CC=CC=C1)N(C(C(N)=O)=O)CCC(F)(F)F N'-benzyl-N'-(3,3,3-trifluoropropyl)oxamide